2-(4-chlorophenyl)-1-(4-((5R,7R)-7-hydroxy-5-methyl-6,7-dihydro-5H-cyclopenta[d]pyrimidin-4-yl)piperazin-1-yl)-3-(isopropylamino)propan-1-one ClC1=CC=C(C=C1)C(C(=O)N1CCN(CC1)C=1C2=C(N=CN1)[C@@H](C[C@H]2C)O)CNC(C)C